OC(C(C)=O)C (3R)-acetoin